C(C)OC[C@@H]1[C@H]([C@@H]([C@H](C(O)O1)O)O)O 6-O-ethylglucopyranose